perfluoro n-propyl-vinyl ether C(CC)C=COF